ClC1=C(C=C(C(=O)OC)C=C1)NCC=1C=NC(=NC1)Cl methyl 4-chloro-3-{[(2-chloropyrimidin-5-yl)methyl] amino}benzoate